(E)-6-(6-ethoxypyridin-3-yl)-N'-((2-fluoro-5-(1-hydroxyethyl)pyridin-3-yl)methylene)pyrazine-2-carbohydrazide C(C)OC1=CC=C(C=N1)C1=CN=CC(=N1)C(=O)N/N=C/C=1C(=NC=C(C1)C(C)O)F